hexyloxydodecyloxy phosphate P(=O)(OOCCCCCCCCCCCCOCCCCCC)([O-])[O-]